4-[3-(4-Bromo-2,6-dichlorobenzoyl)-2,4-dihydro-1,3-benzoxazin-8-yl]-2-morpholin-4-ylbenzoic acid methyl ester COC(C1=C(C=C(C=C1)C1=CC=CC=2CN(COC21)C(C2=C(C=C(C=C2Cl)Br)Cl)=O)N2CCOCC2)=O